N-(tert-Butyl)-2-(3-(5-methoxy-4-((6-oxo-1,6-dihydropyridin-3-yl)amino)pyrimidin-2-yl)phenoxy)acetamide C(C)(C)(C)NC(COC1=CC(=CC=C1)C1=NC=C(C(=N1)NC1=CNC(C=C1)=O)OC)=O